tert-butyl 3-{2-[(3S,4R)-4-(5-chloro-2-fluoropyridin-3-yl)-4-fluoro-3-methylpiperidine-1-carbonyloxy]ethoxy}propanoate ClC=1C=C(C(=NC1)F)[C@@]1([C@H](CN(CC1)C(=O)OCCOCCC(=O)OC(C)(C)C)C)F